ClC=1C=C(C=CC1)C#CC1=NN=C2N1CCN(C2)C(=O)OC(C)(C)C tert-Butyl 3-[2-(3-chlorophenyl)ethynyl]-6,8-dihydro-5H-[1,2,4]triazolo[4,3-a]pyrazine-7-carboxylate